(S)-8-(4-acryloylpiperazin-1-yl)-10-chloro-11-(5-chloro-2,4-difluorophenyl)-3-methoxy-3,4-dihydro-2H,6H-[1,4]thiazepino[2,3,4-ij]quinazolin-6-one C(C=C)(=O)N1CCN(CC1)C1=NC(N2C3=C(C(=C(C=C13)Cl)C1=C(C=C(C(=C1)Cl)F)F)SC[C@H](C2)OC)=O